(R/S)-N-(2-(4-((1-(hydroxymethyl)cyclobutyl)amino)-5-oxo-6,7-dihydrothieno[3,2-d]pyrimidin-2-yl)isoindolin-5-yl)methanesulfonamide OCC1(CCC1)NC=1C2=C(N=C(N1)N1CC3=CC=C(C=C3C1)NS(=O)(=O)C)CC[S@]2=O |r|